N(=[N+]=[N-])CC1(OC2=C(C1)C=C(C=C2[C@@H](C)N)F)CF (1R)-1-(2-(azidomethyl)-5-fluoro-2-(fluoromethyl)-2,3-dihydrobenzofuran-7-yl)ethan-1-amine